C(C)(C)(C)OC(=O)N1C[C@@H](N(CC1)C1=NC=NC2=CC=C(C=C12)C=1C=NC(=C(C1)NS(=O)(=O)C1=C(C=C(C=C1)F)F)OC)C (S)-4-(6-(5-((2,4-Difluorophenyl)sulfonamido)-6-methoxypyridin-3-yl)quinazolin-4-yl)-3-methylpiperazine-1-carboxylic acid tert-butyl ester